C(C1=CC=CC=C1)C=1NC(=NN1)C(=O)NC1=NC=CC(=C1)C1=C(C=CC(=C1)S(=O)(=O)C)C 5-benzyl-N-(4-(2-methyl-5-(methylsulfonyl)phenyl)pyridin-2-yl)-4H-1,2,4-triazole-3-carboxamide